4-bromo-2-[[(2-oxo-1,3-dihydrobenzimidazol-5-yl)amino]methyl]benzoic acid methyl ester COC(C1=C(C=C(C=C1)Br)CNC1=CC2=C(NC(N2)=O)C=C1)=O